acrylamido(2-methylpropyl)trimethyl-ammonium chloride [Cl-].C(C=C)(=O)NC[N+](C)(C)CC(C)C